N1C(=NC2=C1C=CC=C2)N[C@@H]2C[C@@H](C1=C2C=C(C=2C=C(N=CC12)C1CC1)S(=O)(=O)NCC(C)C)NC1=NC2=C(N1)C=CC=C2 |r| Cis-(7RS,9SR)-7,9-bis(1H-benzimidazol-2-ylamino)-3-cyclopropyl-N-(2-methylpropyl)-8,9-dihydro-7H-cyclopenta[h]isochinolin-5-sulfonamid